FC=1C=2N(C=C(C1)NC(=O)C1=NC=C(N=C1)N(C1CCNCC1)C)C=C(N2)C N-(8-fluoro-2-methyl-imidazo[1,2-a]pyridin-6-yl)-5-[methyl(4-piperidyl)amino]pyrazine-2-carboxamide